COC=1C=C(C=CC1OC)/C=C/C(=O)N(C1COCC1)C1=CC=CC=C1 (E)-3-(3,4-dimethoxy-phenyl)-N-phenyl-N-tetra-hydrofuran-3-yl-prop-2-en-amide